5-ethyldihydro-2(3H)-furanone C(C)C1CCC(O1)=O